C(C)OC(CC=1N=C(OC1C)C1CCC(CC1)C(=O)OCC1=CC=CC=C1)=O benzyl 4-(4-(2-ethoxy-2-oxoethyl)-5-methyloxazol-2-yl)cyclohexanecarboxylate